6-((5-chloro-3-(2,2,2-trifluoroethoxy)pyridin-2-yl)oxy)imidazo[1,2-a]pyridine-2-carboxylic acid ClC=1C=C(C(=NC1)OC=1C=CC=2N(C1)C=C(N2)C(=O)O)OCC(F)(F)F